OCC1OC=CCC1 2-hydroxymethyl-3,4-dihydropyran